benzyl-3-(thiazol-2-yl)urea hydrochloride Cl.C(C1=CC=CC=C1)NC(=O)NC=1SC=CN1